diethyl butyndioate C(C#CC(=O)OCC)(=O)OCC